2-(4-fluoro-5-methoxy-1-((2-(trimethylsilyl)ethoxy)methyl)-1H-indazol-3-yl)ethan-1-ol FC1=C2C(=NN(C2=CC=C1OC)COCC[Si](C)(C)C)CCO